[Na+].C1(CCCCC1)NCCCS(=O)(=O)[O-] 3-cyclohexylaminopropanesulfonic acid sodium salt